CS(=O)(=O)OCCC1=CC=C(OCC(=O)OC(C)(C)C)C=C1 tert-butyl 2-{4-[2-(methanesulfonyloxy)ethyl]phenoxy}acetate